FC1=C(C(=C(C(=C1F)F)F)F)OC(CCCN(C)C(=O)OC(C)(C)C)=O.C(CCCCCCCCCCCCC)[Si](OCCOCC)(OCCOCC)OCCOCC tetradecyl-tris-(2-ethoxyethoxy)silane 2,3,4,5,6-pentafluorophenyl-4-[(tert-butoxycarbonyl)(methyl)amino]butanoate